(±)-1-(2-fluoro-3-(2,2,2-trifluoroethoxy)phenyl)ethan-1-amine FC1=C(C=CC=C1OCC(F)(F)F)[C@@H](C)N |r|